Cl.O1C2(C1)CN1CCC2CC1 Spiro[1-azabicyclo[2.2.2]octane-3,2'-oxirane] hydrochloride